FC1=C(C(=O)N([C@H]2CNCCC2)C2=NC=CC3=CC=CC(=C23)C)C=CC(=C1)NC1=NC=CC(=N1)CN1CCN(CC1)C (R)-2-fluoro-N-(8-methylisoquinolin-1-yl)-4-((4-((4-methylpiperazin-1-yl)methyl)pyrimidin-2-yl)amino)-N-(piperidin-3-yl)benzamide